C(C)(C)(C)OC(=O)C1COC2(C1N(C=1C=CC=CC21)S(=O)(=O)C2=CC=C(C)C=C2)C(F)(F)F 4-p-toluenesulfonyl-8b-(trifluoromethyl)-3,3a,4,8b-tetrahydro-2H-furo[3,2-b]indole-3-carboxylic acid tert-butyl ester